(Z)-4-(3-(3-chloro-5-(trifluoromethoxy)phenyl)-1,4,4,4-tetrafluorobut-1-en-1-yl)-N'-methyl-N'-(pyridin-2-yl)-2-(trifluoromethyl)benzoyl-hydrazine ClC=1C=C(C=C(C1)OC(F)(F)F)C(\C=C(/F)\C1=CC(=C(C(=O)NN(C2=NC=CC=C2)C)C=C1)C(F)(F)F)C(F)(F)F